tert-butylamino-cyclopentadienyl-bis(2-methyl-phenylindenyl)zirconium dichloride [Cl-].[Cl-].C(C)(C)(C)N[Zr](C1C(=CC2=CC=CC=C12)C1=C(C=CC=C1)C)(C1C(=CC2=CC=CC=C12)C1=C(C=CC=C1)C)C1C=CC=C1